1-{4-methyl-1-oxa-3,8-diazaspiro[4.5]decan-3-yl}prop-2-en-1-one CC1N(COC12CCNCC2)C(C=C)=O